C(C)(C)(C)OC(=O)N1CC2(C1)CC(C2)=CN2N=CC(=C2)I 6-[(4-iodopyrazol-1-yl)methylene]-2-azaspiro[3.3]heptane-2-carboxylic acid tert-butyl ester